FC1=CC=C(C=N1)C1CCN(CC1)C=1C=NN(C1)C1=CC=NC=C1 4-(6-Fluoropyridin-3-yl)-1-(1-(pyridin-4-yl)-1H-pyrazol-4-yl)piperidin